3-(2-(1-oxo-1,2,3,4-tetrahydroisoquinolin-6-yl)vinyl)isonicotinic acid O=C1NCCC2=CC(=CC=C12)C=CC1=C(C(=O)O)C=CN=C1